(4-(2,3-difluoro-4-(1H-pyrazol-4-yl)phenyl)piperidin-1-yl)(1-hydroxycyclohexyl)methanone tert-butyl-(1R,5S)-3,3-difluoro-8-azabicyclo[3.2.1]octane-8-carboxylate C(C)(C)(C)OC(=O)N1[C@H]2CC(C[C@@H]1CC2)(F)F.FC2=C(C=CC(=C2F)C=2C=NNC2)C2CCN(CC2)C(=O)C2(CCCCC2)O